choline O-sulphate S(=O)(=O)(O)OCC[N+](C)(C)C